C1C(CC2=CC=CC=C12)NC(=O)C1=NC=CN=C1NC(=O)C1CCOCC1 N-(2,3-dihydro-1H-inden-2-yl)-3-(tetrahydro-2H-pyran-4-carboxamido)pyrazine-2-carboxamide